antimony-antimony selenide sulfide [Sb](=[Se])=S.[Sb]